C(CC(O)(C(=O)O)CC(=O)[O-])(=O)[O-].[Na+].[Na+].OCCCCCCCCCCC(O)[C@H](O)[C@@H](O)[C@H](O)[C@H](O)CO hydroxydecyl-sorbitol disodium citrate